4-(1-(3-bromo-2-chlorophenyl)-1H-imidazol-4-yl)-N-(1-(methylsulfonyl)piperidin-4-yl)-5-(trifluoromethyl)pyrimidin-2-amine BrC=1C(=C(C=CC1)N1C=NC(=C1)C1=NC(=NC=C1C(F)(F)F)NC1CCN(CC1)S(=O)(=O)C)Cl